2-(difluoromethyl)-5-(6-((4-phenyl-1H-imidazol-1-yl)methyl)pyridin-3-yl)-1,3,4-oxadiazole FC(C=1OC(=NN1)C=1C=NC(=CC1)CN1C=NC(=C1)C1=CC=CC=C1)F